ClC1=C(C=C(C=N1)C=1NC=C(N1)C=O)F 2-(6-chloro-5-fluoro-3-pyridyl)-1H-imidazole-4-carbaldehyde